FC1=C(C=CC(=C1)F)C1=NC(=NN1C1=NC=C(C=C1)F)OCC(=O)OC Methyl {[5-(2,4-difluorophenyl)-1-(5-fluoropyridin-2-yl)-1H-1,2,4-triazol-3-yl]oxy}acetate